(3S,6R)-6-((methylsulfonyl)methyl)piperazine-1,3-dicarboxylic acid 1-(tert-butyl) 3-methyl ester COC(=O)[C@@H]1CN([C@H](CN1)CS(=O)(=O)C)C(=O)OC(C)(C)C